BrC=1C=C2C(N(C(C2=CC1F)=O)CC1=CC=C(C=C1)OC)(C)C 5-bromo-6-fluoro-2-(4-methoxybenzyl)-3,3-dimethylisoindolin-1-one